(2S,3S)-2-amino-3-methyl-N-(2-morpholinoethyl)-pentanamide Monosulfate S(=O)(=O)(O)O.N[C@H](C(=O)NCCN1CCOCC1)[C@H](CC)C